O1CCN(CCC1)C=1C2=C(N=CN1)C=CN=C2O 4-(1,4-oxazepan-4-yl)pyrido[4,3-d]pyrimidin-5-ol